NC=1C=C(NC=2C=C(C=CC2)O)C=CC1 3-(3-aminoanilino)phenol